FCCN1C(N(C2=NC(=NC=C12)S(=O)C)C1CCOCC1)=O (2-fluoroethyl)-2-(methylsulfinyl)-9-(tetrahydro-2H-pyran-4-yl)-7,9-dihydro-8H-purin-8-one